C(C1=CC=CC=C1)N1C(C(=CC2=C1N=C(N=C2)SC)C2=C(C=CC=C2Cl)Cl)=O 8-benzyl-6-(2,6-dichlorophenyl)-2-(methylthio)pyrido[2,3-d]pyrimidin-7(8H)-one